(3S,4S) or (3R,4R)-2-(3,4-dichlorophenyl)-3-(2,3-dihydro-1,4-benzodioxin-6-yl)-1-oxo-1,2,3,4-tetrahydroisoquinoline-4-carboxylic acid ClC=1C=C(C=CC1Cl)N1C(C2=CC=CC=C2[C@@H]([C@H]1C1=CC2=C(OCCO2)C=C1)C(=O)O)=O |o1:16,17|